FC1=CC=C(CN2CCN(CC2)CCCC2OC(C3=CC=CC=C23)=O)C=C1 3-(3-(4-(4-fluorobenzyl)piperazin-1-yl)propyl)-1(3H)-isobenzofuranone